CC1=C(C=C(C(=O)NCC2=NC=CC(=C2)C2=NC=C(C=C2)C2=CC=CC=C2)C=C1)S(=O)(=O)C 4-methyl-3-(methylsulfonyl)-N-((5-phenyl-[2,4'-bipyridin]-2'-yl)methyl)benzamide